OCC(C)N1C(=CC=C1C(NC(CO)C)=O)C(=O)O 1-(1-hydroxy-prop-2-yl)-5-((1-hydroxy-prop-2-yl)carbamoyl)-1H-pyrrole-2-carboxylic acid